2-(4-((3-bromo-5-methyl-1H-pyrazol-1-yl)methyl)phenyl)-4-(2,6-difluorobenzyl)-2,4-dihydro-3H-1,2,4-triazol-3-one BrC1=NN(C(=C1)C)CC1=CC=C(C=C1)N1N=CN(C1=O)CC1=C(C=CC=C1F)F